N-(4-bromobutyl)-isatin BrCCCCN1C(=O)C(=O)C2=CC=CC=C12